2-[1-(Difluoromethyl)-1H-pyrazol-4-yl]-N-[(dimethylamino)methylene]-5-[(diphenyl-methylene)amino]pyridine-3-sulfonamide FC(N1N=CC(=C1)C1=NC=C(C=C1S(=O)(=O)N=CN(C)C)N=C(C1=CC=CC=C1)C1=CC=CC=C1)F